N-formyl-5,6-dihydropyridin-2(1H)-one C(=O)N1C(C=CCC1)=O